C[C@H](CC[C@@H](C)C1CCC2C3CC=C4CC(CCC4(C3CCC12C)C)O)C(C)C 17-((2R,5R)-5,6-dimethylheptan-2-yl)-10,13-dimethyl-2,3,4,7,8,9,10,11,12,13,14,15,16,17-tetradecahydro-1H-cyclopenta[a]phenanthren-3-ol